1-azido-3-propanamine N(=[N+]=[N-])CCCN